4-[[4-[[(1S)-2-hydroxy-1-phenyl-ethyl]amino]-5-(5-methyl-1,2,4-oxadiazol-3-yl)pyrimidin-2-yl]amino]-N,2-dimethyl-benzamide OC[C@H](C1=CC=CC=C1)NC1=NC(=NC=C1C1=NOC(=N1)C)NC1=CC(=C(C(=O)NC)C=C1)C